COC1=CC=C(CNNC(=O)C=2C(=NC=CN2)C(C)NC(C2=CC(=CC(=C2)C(F)(F)F)C(F)(F)F)=O)C=C1 N-(1-(3-(2-(4-methoxybenzyl)hydrazine-1-carbonyl)pyrazin-2-yl)ethyl)-3,5-bis(trifluoromethyl)benzamide